OC1=C(C(=CC(=C1)C(F)(F)F)C)C=1C=CC=2C(N1)=NN(C2)C[C@H]2CC(N(C2)C(C)C)=O (S)-4-((6-(2-hydroxy-6-methyl-4-(trifluoromethyl)phenyl)-2H-pyrazolo[3,4-b]pyridin-2-yl)methyl)-1-isopropylpyrrolidin-2-one